2,4-DIAMINOQUINAZOLINE-6-CARBALDEHYDE NC1=NC2=CC=C(C=C2C(=N1)N)C=O